N-(2,2-difluoroethyl)-6-(2-isobutyl-7H-pyrrolo[2,3-d]pyrimidin-5-yl)imidazo[1,2-a]pyridine-3-carboxamide FC(CNC(=O)C1=CN=C2N1C=C(C=C2)C2=CNC=1N=C(N=CC12)CC(C)C)F